(1s,3s)-3-{5-cyclopropyl-3-[2-(methoxymethoxy)-6-methyl-4-(trifluoromethyl)phenyl]-7H-pyrrolo[2,3-c]pyridazin-7-yl}-1-methylcyclobutanol C1(CC1)C1=CN(C=2N=NC(=CC21)C2=C(C=C(C=C2C)C(F)(F)F)OCOC)C2CC(C2)(O)C